(2R,3R,4S,5R)-3-[(tert-butyldimethylsilyl)oxy]-4-fluoro-5-(2-fluoro-6-{[(4-methoxyphenyl)diphenylmethyl]amino}purin-9-yl)-2-(hydroxymethyl)oxolane-2-carbaldehyde [Si](C)(C)(C(C)(C)C)O[C@@H]1[C@@](O[C@H]([C@H]1F)N1C2=NC(=NC(=C2N=C1)NC(C1=CC=CC=C1)(C1=CC=CC=C1)C1=CC=C(C=C1)OC)F)(C=O)CO